5-bromo-1-(3-fluoro-4-methylbenzyl)-8-methyl-2-oxo-2,3-dihydro-1H-benzo[b]azepine-4-carboxylic acid BrC=1C2=C(N(C(CC1C(=O)O)=O)CC1=CC(=C(C=C1)C)F)C=C(C=C2)C